BrC=1C(=C(N(N1)C1=NC=CC=C1Cl)C(=O)NC1=C(C=C(C=C1C(NC)=O)Cl)C)Cl 5-Bromo-4-chloro-N-[4-chloro-2-methyl-6-(methylcarbamoyl)phenyl]-2-(3-chloro-2-pyridyl)pyrazole-3-carboxamide